2-cyanopropan-2-yl-N-methyl-N-(pyridin-4-yl)carbamodithioate C(#N)C(C)(C)SC(N(C1=CC=NC=C1)C)=S